C(C1=CC=CC=C1)N1/C(/SC=C1CO)=N/C(OCC)=O Ethyl (Z)-(3-benzyl-4-(hydroxymethyl)thiazol-2(3H)-ylidene)carbamate